1-(4-chlorophenyl)-N-(6-methylazepan-3-yl)cyclopropane-1-carboxamide ClC1=CC=C(C=C1)C1(CC1)C(=O)NC1CNCC(CC1)C